C(C)(C)C=1N(C=CC1C(=O)O)CCCC1=CC=C(C=C1)OCC1=CC=C(C=C1)OC 2-Isopropyl-1-(3-(4-((4-methoxybenzyl)oxy)phenyl)propyl)-1H-pyrrole-3-carboxylic acid